Benzofurocarbazole C1=CC=CC2=C1C1=C(C=CC=3C=4C=CC=CC4NC13)O2